1-butyl-3-methylpiperidine iodide [I-].C(CCC)N1CC(CCC1)C